6-(propyl (2-(thien-2-yl) ethyl) amino)-5,6,7,8-tetrahydronaphthalen-1-yl 2-p-stearamidobenzamidoacetate C(CCCCCCCCCCCCCCCCC)(=O)NC1=CC=C(C(=O)NCC(=O)OC2=CC=CC=3CC(CCC23)N(CCC=2SC=CC2)CCC)C=C1